3-Oxo-N-(4-((4-(4-(trifluoromethyl)piperidin-1-yl)phenyl)amino)benzyl)piperazine-1-carboxamide O=C1CN(CCN1)C(=O)NCC1=CC=C(C=C1)NC1=CC=C(C=C1)N1CCC(CC1)C(F)(F)F